4-((2-(2-aminoethoxy)ethoxy)amino)-2-(2,6-dioxopiperidin-3-yl)isoindoline-1,3-dione NCCOCCONC1=C2C(N(C(C2=CC=C1)=O)C1C(NC(CC1)=O)=O)=O